[Cl-].[Cl-].C1(=CC=C(C=C1)C(=[Zr+2](C1C(C2=C(C=C3C=4C=C5C(=CC4CC3=C2)C(CCC5(C)C)(C)C)C(C1)(C)C)(C)C)C1C=CC=C1)C1=CC=C(C=C1)C)C bis(p-tolyl)methylene(cyclopentadienyl)(1,1,4,4,7,7,10,10-octamethyl-1,2,3,4,7,8,9,10-octahydrodibenzo(b,h)-fluorenyl)zirconium dichloride